(4-(isopropylsulfonyl)phenyl)pyridin-2-amine C(C)(C)S(=O)(=O)C1=CC=C(C=C1)C=1C(=NC=CC1)N